(S)-2-(2-(1,3-dimethyl-1H-pyrazole-4-carbonyl)-6-(3-methyl-1H-pyrrolo[2,3-b]pyridin-5-yl)-1,2,3,4-tetrahydroisoquinolin-8-yl)pyrrolidine-1-carboxylic acid tert-butyl ester C(C)(C)(C)OC(=O)N1[C@@H](CCC1)C=1C=C(C=C2CCN(CC12)C(=O)C=1C(=NN(C1)C)C)C=1C=C2C(=NC1)NC=C2C